2,5-di-tert-butyl-4-hydroxyphenyl propionate C(CC)(=O)OC1=C(C=C(C(=C1)C(C)(C)C)O)C(C)(C)C